ClC=1C=C2CC[C@H](C2=CC1Cl)O |r| Racemic-5,6-dichloro-2,3-dihydro-1H-inden-1-ol